ETHYL DIPROPYLTHIOCARBAMATE C(CC)N(C(OCC)=S)CCC